O(C1=CC=CC=C1)C1=NC=C(C=N1)C1=CN=CC(=N1)NC1CN(C1)C(C=C)=O 1-[3-[[6-(2-phenoxypyrimidin-5-yl)pyrazin-2-yl]amino]azetidin-1-yl]prop-2-en-1-one